FC=1C=2N(C=C(C1)C1=CNC=3N=C(N=CC31)NC3CCC(CC3)(O)C)C=CN2 4-((5-(8-fluoroimidazo[1,2-a]pyridin-6-yl)-7H-pyrrolo[2,3-d]pyrimidin-2-yl)amino)-1-methylcyclohexan-1-ol